bromo-1,2-epoxybutane BrC1C(CC)O1